C(C)C=1C=CC(=C(C1)S(=O)(=O)NC1=NOC2=C1C=C(C=C2)CC)OC 5-Ethyl-N-(5-ethylbenzo[d]isoxazol-3-yl)-2-methoxybenzenesulfonamide